methyl ((S)-(((R)-1-(4-amino-2-(ethoxymethyl)-1H-imidazo[4,5-c]quinolin-1-yl) propan-2-yl) oxy) (phenoxy) phosphoryl)-L-alaninate NC1=NC=2C=CC=CC2C2=C1N=C(N2C[C@@H](C)O[P@](=O)(OC2=CC=CC=C2)N[C@@H](C)C(=O)OC)COCC